CS(=O)(=O)CC(C1=CC(=CC=C1)OC(F)(F)F)NC(=O)NC1CC2(C1)CCC2 1-[2-Methanesulfonyl-1-(3-trifluoromethoxy-phenyl)-ethyl]-3-spiro[3.3]hept-2-yl-urea